methyl 5-[4-(tert-butoxycarbonyl) piperazin-1-yl]-1,2,4-benzotriazine-8-carboxylate C(C)(C)(C)OC(=O)N1CCN(CC1)C1=CC=C(C2=C1N=CN=N2)C(=O)OC